4,5-dichloro-6-ethylpyrimidine ClC1=NC=NC(=C1Cl)CC